COC(=O)C1CC2(OCCO2)CC1C(=O)OC 1,4-dioxaspiro[4.4]nonane-7,8-dicarboxylic acid dimethyl ester